4-(2-hydroxyethylethoxy)-phenyl-(2-hydroxy-2-methyl propyl) ketone OCCC(C)OC1=CC=C(C=C1)C(C(C)(C)O)C(=O)C(C(C)(O)C)C1=CC=C(C=C1)OC(C)CCO